methyl 5H,6H,7H,8H-imidazo[1,2-a]pyridine-6-carboxylate N=1C=CN2C1CCC(C2)C(=O)OC